N1=C(C=CC=C1)/C=C/C(=O)O[C@H]1C(OC2=CC3=C(C=C2C1)C=CC(O3)=O)(C)C (R,E)-2,2-dimethyl-8-oxo-2,3,4,8-tetrahydropyrano[3,2-g]chromen-3-yl 3-(pyridin-2-yl)acrylate